C(#N)C1=NC2=CC(=CC(=C2N=C1N1CC2CC(C2C1)(C)C)[C@@H](C)NC1=C(C(=O)O)C=CC=C1)C 2-(((1R)-1-(2-cyano-3-(6,6-dimethyl-3-azabicyclo[3.2.0]heptan-3-yl)-7-methylquinoxalin-5-yl)ethyl)amino)benzoic acid